C1=CC=C(C=2OC3=C(C21)C=CC=C3)NC(C3=C(C=C(C=C3)NS(=O)(=O)CCO)N3CCC2(CC2)CC3)=O N-(dibenzo[b,d]furan-4-yl)-4-(2-hydroxyethanesulfonylamino)-2-(6-azaspiro[2.5]octan-6-yl)benzamide